2-((adamantan-1-ylmethyl)amino)-2-oxoacetic acid C12(CC3CC(CC(C1)C3)C2)CNC(C(=O)O)=O